4-(4-biphenyloxy)-1-butyl-sodium sulfate S(=O)(=O)(O)O.C1(=CC=C(C=C1)OCCCC[Na])C1=CC=CC=C1